BrC1=CC=CC=2NS(CCC21)(=O)=O 5-bromo-3,4-dihydro-1H-benzo[c][1,2]thiazine 2,2-dioxide